COC=1C=C(C=C(C1OC)OC)C1=CC=NC=2N1N=CC2 7-(3,4,5-trimethoxyphenyl)pyrazolo[1,5-a]pyrimidin